N-(bis(2-(trifluoromethyl)phenyl)phosphaneyl)-N-isopropyl-1,1-bis(4-(tributylsilyl)phenyl)phosphanamine FC(C1=C(C=CC=C1)P(N(P(C1=CC=C(C=C1)[Si](CCCC)(CCCC)CCCC)C1=CC=C(C=C1)[Si](CCCC)(CCCC)CCCC)C(C)C)C1=C(C=CC=C1)C(F)(F)F)(F)F